C[C@H]1CCC(N1)=O (S)-5-methyl-2-pyrrolidone